5-methyl-N-pyrimidin-4-yl-6-[rac-(1S,2S,4S)-2-(dimethyl-amino)-4-[3-(trifluoromethyl)-phenyl]cyclohexoxy]pyridine-3-sulfonamide CC=1C=C(C=NC1O[C@@H]1[C@H](C[C@H](CC1)C1=CC(=CC=C1)C(F)(F)F)N(C)C)S(=O)(=O)NC1=NC=NC=C1 |r|